FC1=C(C=CC=C1)C1=NC(=NC(=N1)NC=1C=NC=C(C1)F)NC(C)C (2-fluorophenyl)-N2-(5-fluoropyridin-3-yl)-N4-Isopropyl-1,3,5-triazine-2,4-diamine